C(=O)SCCCC S-butyl thioformate